C(C)C(COC(CCCCCCCCCCCCCCC)=O)CCCC 2-ethylhexyl-palmitate